CC1=CC=C(C=C1)C1=CC=CC2=C(C3=CC4=CC=CC=C4C(=C3C=C12)N)N (4-methylphenyl)naphthacene-5,11-diamine